OC1CN(CC1)C=1C=C(C=NC1)OC=1C=NC(=C(C#N)C1)OC1CCN(CC1)S(=O)(=O)C 5-((5-(3-hydroxypyrrolidin-1-yl)pyridin-3-yl)oxy)-2-((1-(methylsulfonyl)piperidin-4-yl)oxy)nicotinonitrile